N(C(=N)N)C=1NC=CN1 guanidinoimidazole